N=1C=NN2C1C=C(C=C2)OC2=C(C=C(C=C2)NC2=NC=NN1C2=C(C=C1)C1CCN(CC1)C(\C=C\COC)=O)C (E)-1-(4-(4-((4-([1,2,4]triazolo[1,5-a]pyridin-7-yloxy)-3-methylphenyl)amino)pyrrolo[2,1-f][1,2,4]triazin-5-yl)piperidin-1-yl)-4-methoxybut-2-en-1-one